[S].[In].[Zn].[Cu] copper zinc indium sulfur